COCC1=CC(=CS1)C=1N=C(NC1)C1N(CCCC1)C(C(C)SC)=O 1-(2-(4-(5-(methoxymethyl)thiophen-3-yl)-1H-imidazol-2-yl)piperidin-1-yl)-2-(methylsulfanyl)propan-1-one